CS(=O)(=O)N[C@@H]([C@@H](C)CC)C(=O)NCCNC(NC1=CC=C(C=C1)N=C=S)=S methylsulfonyl-N1-(2-{[(4-isothiocyanatophenyl)thiocarbamoyl]amino}ethyl)-L-isoleucine amid